2,3-dihydro-4H-pyrido[4,3-b][1,4]oxazine-4-carboxamide O1C2=C(N(CC1)C(=O)N)C=NC=C2